C(=C\C1=CC=CC=C1)/C1=CC=C2C=CC3=CC=CC4=CC=C1C2=C34 (E)-1-styrylpyrene